FC=1C=NC2=C(C=CC(=C2C1)C[C@@H](C(=O)OC)NC(C1=CC=CC=C1)(C1=CC=CC=C1)C1=CC=CC=C1)B(O)O (S)-(3-fluoro-5-(3-methoxy-3-oxo-2-(tritylamino)propyl)quinolin-8-yl)boronic acid